P(=O)(O)(O)O.C(CCC)C1=CC=C(C(=C1)CCCC)O.C(CCC)C1=CC=C(C(=C1)CCCC)O bis(4,6-di-n-butylphenol) phosphate